C(\C=C\C)(=O)O[C@@H](C(C)C)CC |r| (+-)-2-methyl-3-pentanyl (2E)-2-butenoate